FC1=C2C(N(C(N(C2=CC=C1C(F)(F)F)C)=O)C1=CN=CC2=CC=CC=C12)=O 5-fluoro-3-(isoquinolin-4-yl)-1-methyl-6-(trifluoromethyl)quinazoline-2,4(1H,3H)-dione